1-(6-(4-((3,4-Dichloro-2-fluorophenyl)amino)pyrido[3,2-d]pyrimidin-6-yl)-2,6-diazaspiro[3.3]heptan-2-yl)prop-2-en-1-one ClC=1C(=C(C=CC1Cl)NC=1C2=C(N=CN1)C=CC(=N2)N2CC1(CN(C1)C(C=C)=O)C2)F